ClC=1C=C2C=3C=CC(=CC3NC2=CC1)CC(=O)OC Methyl 2-(6-chloro-9H-carbazol-2-yl)acetate